O=C1N(C(C2=C(C=CC=C12)OCCOCCN1CCN(CC1)C1=CC=C(C=C1)NC1=NN2C(C=N1)=CC=C2C=2C=C(C=CC2)NS(=O)(=O)C)=O)C2C(NCCC2)=O N-(3-(2-((4-(4-(2-(2-((1,3-dioxo-2-(2-oxopiperidin-3-yl)isoindolin-4-yl)oxy)ethoxy)ethyl)piperazin-1-yl)phenyl)amino)pyrrolo[2,1-f][1,2,4]triazin-7-yl)phenyl)methanesulfonamide